FC1=C(C=CC=C1C)NC=1C2=C(N=CN1)C=CC(=N2)N2[C@@H]1CN([C@H](C2)C1)C(=O)OC(C)(C)C (1S,4S)-tert-Butyl 5-(4-((2-fluoro-3-methylphenyl)amino)pyrido[3,2-d]pyrimidin-6-yl)-2,5-diazabicyclo[2.2.1]heptane-2-carboxylate